7-quinolinone N1=CC=CC2=CCC(C=C12)=O